N-butyl-3-[[(1R)-2-[tert-butyl(dimethyl)silyl]oxy-1-phenyl-ethyl]carbamoylamino]-N-methyl-benzamide C(CCC)N(C(C1=CC(=CC=C1)NC(N[C@@H](CO[Si](C)(C)C(C)(C)C)C1=CC=CC=C1)=O)=O)C